C1=CC=CC=2C3=CC=CC=C3N(C12)C1=C(C#N)C(=C(C(=C1N1C2=CC=CC=C2C=2C=CC=CC12)N1C2=CC=CC=C2C=2C=CC=CC12)F)N1C2=CC=CC=C2C=2C=CC=CC12 2,3,4,6-tetra(9-carbazolyl)-5-fluorobenzonitrile